(3-chloro-2-fluoro-4-(4-hydroxy-3-isopropylbenzyl)-5-methylphenyl)glycine ClC=1C(=C(C=C(C1CC1=CC(=C(C=C1)O)C(C)C)C)NCC(=O)O)F